2-(4-(3-isopropyl-2-(8-methoxy-[1,2,4]triazolo[4,3-a]pyridin-6-yl)-1H-indol-5-yl)piperidin-1-yl)-N,N-dimethylacetamide C(C)(C)C1=C(NC2=CC=C(C=C12)C1CCN(CC1)CC(=O)N(C)C)C=1C=C(C=2N(C1)C=NN2)OC